C(C)(C)(C)C1=CC=C(C=C1)N(C=1C(=C(OC=2C=C3C=4C=CC(=CC4C(C3=CC2)(C)C)N(C2=CC=CC=C2)C2=CC=CC=C2)C=CC1)Cl)C1=CC=C(C=C1)C(C)(C)C 6-(3-(bis(4-tert-butylphenyl)amino)-2-chlorophenoxy)-9,9-dimethyl-N,N-diphenyl-9H-fluoren-2-amine